CC1C(=C(C=2CCCCC12)C)[Zr](C)(C)C1(C=CC=C1)C (1,3-dimethyl-4,5,6,7-tetrahydroindenyl)(1-methylcyclopentadienyl)dimethylzirconium